C(C=C)OC1=C(C=O)C(=CC=C1)Cl 2-allyloxy-6-chlorobenzaldehyde